C[C@@H]1CN(C[C@@H](N1)C)C1=NC=CC(=N1)CNC=1C2=C(N=CN1)NC=C2C=2C=NC=CC2 N-((2-((3R,5S)-3,5-Dimethylpiperazin-1-yl)pyrimidin-4-yl)methyl)-5-(pyridin-3-yl)-7H-pyrrolo[2,3-d]pyrimidin-4-amine